D,L-proline N1[C@@H](CCC1)C(=O)O |r|